potassium methacrylamide C(C(=C)C)(=O)N.[K]